CC(CC)C1SC=CC=C1 β-butyl-thiainine